2-amino-6-(2,6-dichlorophenyl)-8-methyl-pyrido[2,3-d]pyrimidin-7-one NC=1N=CC2=C(N1)N(C(C(=C2)C2=C(C=CC=C2Cl)Cl)=O)C